Cl.ClCC=CCN 4-chloro-2-butenylamine hydrochloride